C(C)(=O)NC1=NN(C(=C1)C1=CC(=C2C(N(CC2=C1)[C@@H](C)C1CC1)=O)NC(C)=O)C (S)-N-(6-(3-acetamido-1-methyl-1H-pyrazol-5-yl)-2-(1-cyclopropylethyl)-3-oxoisoindol-4-yl)acetamide